tert-Butyl 4-((4-([1,2,4]triazolo[1,5-a]pyridin-6-yloxy)-3-chlorophenyl)amino)-5,6-dihydropyrido[4',3':4,5]thieno[2,3-d]pyrimidine-7(8H)-carboxylate N=1C=NN2C1C=CC(=C2)OC2=C(C=C(C=C2)NC=2C1=C(N=CN2)SC2=C1CCN(C2)C(=O)OC(C)(C)C)Cl